N-(4-fluoro-3-(trifluoromethyl)phenyl)-3-(2-methoxy-5-(6-oxopyridazin-1(6H)-yl)benzamido)-2-naphthamide FC1=C(C=C(C=C1)NC(=O)C1=CC2=CC=CC=C2C=C1NC(C1=C(C=CC(=C1)N1N=CC=CC1=O)OC)=O)C(F)(F)F